3-[5-(4-Bromophenyl)-1-[2-(trifluoromethyl)phenyl]pyrrol-2-yl]-N-[2-(dimethylamino)ethyl]benzamide hydrochloride Cl.BrC1=CC=C(C=C1)C1=CC=C(N1C1=C(C=CC=C1)C(F)(F)F)C=1C=C(C(=O)NCCN(C)C)C=CC1